(3R)-4-(2-Chloro-6-(difluoromethyl)-7-(1-(methylsulfonyl)ethyl)thieno[3,2-d]pyrimidin-4-yl)-3-methylmorpholine ClC=1N=C(C2=C(N1)C(=C(S2)C(F)F)C(C)S(=O)(=O)C)N2[C@@H](COCC2)C